ClC1=CC(=C(COC2=NC(=CC=C2)C2CCN(CC2)CC=2N(C(=CN2)C#C)C)C=C1)F 2-((4-chloro-2-fluorobenzyl)oxy)-6-(1-((5-ethynyl-1-methyl-1H-imidazol-2-yl)methyl)piperidin-4-yl)pyridine